C(C1=CC=CC=C1)OC1=C(CNC(NC[C@@H](C(=O)O)NC(C2=C(C(=CC=C2Cl)NC(CC2=CC(=CC=C2)Cl)=O)Cl)=O)=O)C=CC=C1 (S)-3-(3-(2-(benzyloxy)benzyl)ureido)-2-(2,6-dichloro-3-(2-(3-chlorophenyl)acetamido)benzamido)propanoic acid